FC=1N=C(SC1CN1[C@H](C[C@H](C1)OC1=NC=C(C=C1)F)C)NC(C)=O N-(4-fluoro-5-(((2S,4R)-4-((5-fluoropyridin-2-yl)oxy)-2-methylpyrrolidin-1-yl)methyl)thiazol-2-yl)acetamide